N-([1,2,4]triazolo[4,3-a]pyridin-3-yl)-3-(1-(4-nitrophenyl)piperidin-4-yl)propanamide N=1N=C(N2C1C=CC=C2)NC(CCC2CCN(CC2)C2=CC=C(C=C2)[N+](=O)[O-])=O